2-bromo-N-((4-(methylamino)-1-phenylcyclohexyl)methyl)-5-(trifluoromethyl)pyrazolo[1,5-a]pyrimidin-7-amine BrC1=NN2C(N=C(C=C2NCC2(CCC(CC2)NC)C2=CC=CC=C2)C(F)(F)F)=C1